(S)-2-(methylamino)-3-(naphthalen-1-yl)propanoic acid CN[C@H](C(=O)O)CC1=CC=CC2=CC=CC=C12